(3S,4r,5R)-1-(4-(3-chloro-2-fluorophenyl)butan-2-yl)piperidine ClC=1C(=C(C=CC1)CCC(C)N1CCCCC1)F